3-(3-biphenyl-4-yl-1,2,3,4-tetrahydro-1-naphthyl)-4-hydroxycoumarin C1(=CC=C(C=C1)C1CC(C2=CC=CC=C2C1)C=1C(OC2=CC=CC=C2C1O)=O)C1=CC=CC=C1